CN1CN(C(=S)SC1)C The molecule is a dithiocarbamic ester that is 1,3,5-thiadiazinane with a thione moiety at position 2 and in which the hydrogens attached to the nitrogens are replaced by methyl groups. A fungicide, herbicide and nematicide, it is used prior to sowing or planting for the control of soil fungi, nematodes, bacteria and germinating weeds, and as fumigant for poultry litter and eggs to control Salmonella. It is a non-ozone-depleting alternative to methyl bromide. It has a role as a herbicide, a nematicide, an antibacterial agent and an antifungal agrochemical. It is a dithiocarbamic ester and a thiadiazinane.